FC1=C(C=C(C(=C1)C)F)[C@H]1OCC2=CC(=CC=C2[C@H]1C1=CC=C(C=C1)N1CCC(CC1)C(OC)OC)O (3S,4R)-3-(2,5-difluoro-4-methylphenyl)-4-(4-(4-(dimethoxymethyl)piperidin-1-yl)phenyl)isochroman-7-ol